O=C1NC(CCC1N1C(C2=CC=C(C=C2C1=O)NS(=O)(=O)C1=CC2=C(S1)C=CC=C2)=O)=O N-(2-(2,6-dioxo-piperidin-3-yl)-1,3-dioxoisoindolin-5-yl)-benzo[b]thiophene-2-sulfonamide